C(N)(OC1=NC=C(C(=C1CC=1C=C2C(N(CC2=CC1)C1C(NC(CC1)=O)=O)=O)C)N1CCCC1)=O (2-(2,6-dioxopiperidin-3-yl)-3-oxoisoindolin-5-yl)methyl(4-methyl-5-(pyrrolidin-1-yl) pyridin-2-yl) carbamate